ethyl 4,5,6,7-tetrahydropyrazolo[1,5-a]pyrimidine-6-carboxylate N1=CC=C2N1CC(CN2)C(=O)OCC